C(CCC)N1N=C(C=C1)CCCC 1,3-dibutylpyrazole